CC1=C(C(=CC=C1)C)NC(C(=O)N[C@H](C(=O)NC(C[C@H]1C(NCC1)=O)C(CO)=O)CC(C)C)=O N1-(2,6-dimethylphenyl)-N2-((2S)-1-((4-hydroxy-3-oxo-1-((S)-2-oxopyrrolidin-3-yl)butan-2-yl)amino)-4-methyl-1-oxopentan-2-yl)oxalamide